C[Si](C#CCC[C@H](CCCCC)O)(C)C (S)-1-(trimethylsilyl)-dec-1-yne-5-ol